(1r,3r)-3-(thiazolo[4,5-c]pyridin-4-yl)cyclobutyl ((7-chloro-2-(2,6-dioxopiperidin-3-yl)-4-fluoro-3-oxoisoindolin-5-yl)methyl)carbamate ClC=1C=C(C(=C2C(N(CC12)[C@H]1C(NC(CC1)=O)=O)=O)F)CNC(OC1CC(C1)C1=NC=CC2=C1N=CS2)=O